uranyl [U+2](=O)=O